CN(C=1C=C2C(=CC=NC2=CC1)NC=1C=NC(=CC1)C1=NC=2C(=NC=C(C2)NC2=CC(=NC=C2)C)N1)C N6,N6-dimethyl-N4-(6-(6-(2-methylpyridin-4-ylamino)-3H-imidazo[4,5-b]pyridin-2-yl)pyridin-3-yl)quinoline-4,6-diamine